methyl 5-amino-4-(2-((tert-butoxycarbonyl)amino) acetamido)-2-methylbenzoate NC=1C(=CC(=C(C(=O)OC)C1)C)NC(CNC(=O)OC(C)(C)C)=O